FC1=C(C(=C(C(=C1[B-](C1=C(C(=C(C(=C1F)F)F)F)F)(C1=C(C(=C(C(=C1F)F)F)F)F)C1=C(C(=C(C(=C1F)F)F)F)F)F)F)F)F.C[NH+](C1=CC=CC=C1)C N,N-dimethylanilinium tetrakis-(pentafluorophenyl)borate